acetic acid 4-((3s,4s,5r)-2-cyano-4,5-dimethyl-5-(trifluoromethyl) tetrahydrofuran-3-yl)-2-fluoro-3-methoxyphenyl ester C(#N)C1O[C@]([C@H]([C@H]1C1=C(C(=C(C=C1)OC(C)=O)F)OC)C)(C(F)(F)F)C